BrC1=CC2=C([N+](=C(N=[N+]2[O-])NCCC(OC2=CNCC2)=O)[O-])C=C1 (R)-7-bromo-3-((3-oxo-3-(pyrrolin-3-yloxy)propyl)amino)benzo[e][1,2,4]Triazine-1,4-dioxide